C(#N)C=1C=C(C=NC1N1N=CC=N1)NC(=O)C=1C=NN(C1C(F)(F)F)C1=C2C=NN(C2=CC=C1)C N-(5-Cyano-6-(2H-1,2,3-triazol-2-yl)pyridin-3-yl)-1-(1-methyl-1H-indazol-4-yl)-5-(trifluoromethyl)-1H-pyrazol-4-carboxamid